6-bromo-7-chloro-3-iodoimidazo[1,2-a]pyridine BrC=1C(=CC=2N(C1)C(=CN2)I)Cl